tri-n-octylphosphine selenide C(CCCCCCC)P(CCCCCCCC)(CCCCCCCC)=[Se]